N-(2-acetamido-1-(3-chloro-phenyl)-ethyl)-1-(2-((2,2-difluoro-benzo[d][1,3]dioxol-5-yl)-amino)-5-methyl-pyrimidin-4-yl)-1H-pyrrole-3-carboxamide C(C)(=O)NCC(C1=CC(=CC=C1)Cl)NC(=O)C1=CN(C=C1)C1=NC(=NC=C1C)NC1=CC2=C(OC(O2)(F)F)C=C1